CC1=C(OCC=2SC3=C(N2)C=CC=C3)C=CC(=C1)[N+](=O)[O-] 2-((2-methyl-4-nitrophenoxy)methyl)benzo[d]thiazole